N=1N(N=C2C1C=CC=C2)C2=C(C(=CC(=C2)C(C)(C)CC)C(C)(C)CC)O 2-(2H-benzotriazol-2-yl)-4,6-ditert-pentyl-phenol